3-chloro-2-(2-chloroethoxy)-5-(1-hydroxy-6-(methoxymethoxy)-2,3-dihydro-1H-inden-1-yl)benzonitrile ClC=1C(=C(C#N)C=C(C1)C1(CCC2=CC=C(C=C12)OCOC)O)OCCCl